N1N=CC=2C1=NC=CC2CN2N=CC1=C(C2=O)N(C2=C1N=C(S2)CC2=NC(=CC=C2)C)C 6-((1H-pyrazolo[3,4-b]pyridin-4-yl)methyl)-4-methyl-2-((6-methylpyridin-2-yl)methyl)-4,6-dihydro-5H-thiazolo[4',5':4,5]pyrrolo[2,3-d]pyridazin-5-one